C(C)(C)(C)OC(=O)[C@@H]1N[C@H]([C@@]([C@H]1C1=CC(=CC=C1)Cl)(C1=C(C=C(C=C1)Cl)F)CN)CC1(CCC1)C (2R,3R,4S,5S)-4-(aminomethyl)-4-(4-chloro-2-fluorophenyl)-3-(3-chlorophenyl)-5-((1-methylcyclobutyl)methyl)pyrrolidine-2-carboxylic acid tert-butyl ester